N1(CCCCC1)C1=CC=C(S1)C=O 5-(piperidin-1-yl)thiophene-2-carbaldehyde